C(C)(C)(C)OC(=O)N1C[C@H](CC1)[C@@H](C(=O)O)CC1=CC(=CC=C1)C1=CC=CC=C1 (2S)-2-[(3R)-1-tert-Butoxycarbonylpyrrolidin-3-yl]-3-(3-phenylphenyl)propionic acid